ClC1=C(C(=O)NCC(C2=C(N=CS2)C(F)F)N2CCC(CC2)OC=2C=NC=C(C2)C#N)C(=CC=C1)F 2-Chloro-N-(2-{4-[(5-cyanopyridin-3-yl)oxy]piperidin-1-yl}-2-[4-(difluoromethyl)-1,3-thiazol-5-yl]ethyl)-6-fluorobenzamide